CC1=C(OC(C(=O)O)(C)C)C(=CC(=C1)CN1N=CN(C1=O)C1=CC=C(C=C1)S(=O)(=O)C)C 2-(2,6-Dimethyl-4-((4-(4-(methylsulfonyl)phenyl)-5-oxo-4,5-dihydro-1H-1,2,4-triazol-1-yl)methyl)phenoxy)-2-methylpropionic acid